ClC=1C=C(C=CC1)NS(=O)(=O)C1=CC=C(C(=O)NCC=2C=CC=3N(C2)C=CN3)C=C1 4-[(3-chlorophenyl)sulfamoyl]-N-{imidazo[1,2-a]pyridin-6-ylmethyl}benzamide